2-(Pyridin-2-yl)morpholine-2-d N1=C(C=CC=C1)C1(CNCCO1)[2H]